1-((5-Chloro-1-methyl-3-(pyridin-3-yl)-1H-pyrazol-4-yl)methyl)-N-(3,3-dimethylbutyl)azepan-3-amine ClC1=C(C(=NN1C)C=1C=NC=CC1)CN1CC(CCCC1)NCCC(C)(C)C